4-(1-carbamimidoyl-1,2,3,6-tetrahydropyridin-4-yl)-N-[4-(1-carbamimidoyl-1,2,3,6-tetrahydropyridin-4-yl)phenyl]-1-methyl-1H-pyrrole-2-carboxamide C(N)(=N)N1CCC(=CC1)C=1C=C(N(C1)C)C(=O)NC1=CC=C(C=C1)C=1CCN(CC1)C(N)=N